3,4-Dichloro-6-(4-chloro-2-fluoro-3-methoxyphenyl)picolinic acid ClC=1C(=NC(=CC1Cl)C1=C(C(=C(C=C1)Cl)OC)F)C(=O)O